2-Fluoro-4-(5-(3-fluoro-4-methoxyphenyl)-2-(hydroxymethyl)-1-methyl-1H-pyrrolo[2,3-c]pyridin-4-yl)benzonitrile FC1=C(C#N)C=CC(=C1)C1=C2C(=CN=C1C1=CC(=C(C=C1)OC)F)N(C(=C2)CO)C